2-(octadecylamino)-ethanol C(CCCCCCCCCCCCCCCCC)NCCO